N-methyl-tetrafluorophthalimide CN1C(C=2C(C1=O)=C(C(=C(C2F)F)F)F)=O